Ethyl(4-((5,5-dimethyl-2,4-dioxo-3-(4-((trifluoromethyl)thio)phenyl)imidazolidin-1-yl)methyl)pyridin-2-yl)carbamate C(C)OC(NC1=NC=CC(=C1)CN1C(N(C(C1(C)C)=O)C1=CC=C(C=C1)SC(F)(F)F)=O)=O